7-azido-4-bromo-7-methyl-6,7-dihydro-5H-cyclopenta[c]pyridine N(=[N+]=[N-])C1(CCC2=C1C=NC=C2Br)C